2-((1r,2r)-1-(2-chloro-5-fluorophenyl)-1-(5,6-dimethylpyrazin-2-yl)propan-2-yl)-5-hydroxy-N-(isoxazol-4-yl)-1-methyl-6-oxo-1,6-dihydropyrimidine-4-carboxamide ClC1=C(C=C(C=C1)F)[C@@H]([C@@H](C)C=1N(C(C(=C(N1)C(=O)NC=1C=NOC1)O)=O)C)C1=NC(=C(N=C1)C)C